BrC(C(=O)OCC)C1=NC(=NC=C1)Cl Ethyl 2-bromo-2-(2-chloropyrimidin-4-yl)acetate